7-(4-bromophenyl)-3-carboxymethylbenzo[c]Isoxazole BrC1=CC=C(C=C1)C1=CC=CC=2C1=NOC2CC(=O)O